C12C(C3CC(CC(C1)C3)C2)NCCNC(=O)C2=NN(C(=C2C)C(C)C)C2=C(C=C(C=C2)Cl)Cl N-(2-((1r,3r,5r,7r)-adamantan-2-ylamino)ethyl)-1-(2,4-dichlorophenyl)-5-isopropyl-4-methyl-1H-pyrazole-3-carboxamide